tert-butyl 4-[4-[3-amino-6-(2-hydroxyphenyl)pyridazin-4-yl]triazol-1-yl]piperidine-1-carboxylate NC=1N=NC(=CC1C=1N=NN(C1)C1CCN(CC1)C(=O)OC(C)(C)C)C1=C(C=CC=C1)O